COCC1=NC2=CC=C(C=C2C(N1)=O)C 2-(Methoxymethyl)-6-methylquinazolin-4(3H)-one